N1=NC(C(C=C1)=O)=O Diazinedione